butylheptane C(CCC)CCCCCCC